COC1=CC=CC(=N1)C=1C=C(C=CC1)S(=O)(=O)NC1=C(C=CC=C1)C#CC=1C=CC(=NC1)C(=O)O 5-(2-{2-[3-(6-methoxypyridin-2-yl)benzenesulfonamido]phenyl}-ethynyl)pyridine-2-carboxylic acid